(S)-N-(4-AMINO-3,4-DIOXO-1-PHENYLBUTAN-2-YL)-5-METHYL-1-(4-METHYLBENZO[D]THIAZOL-2-YL)-1H-PYRAZOLE-3-CARBOXAMIDE NC(C([C@H](CC1=CC=CC=C1)NC(=O)C1=NN(C(=C1)C)C=1SC2=C(N1)C(=CC=C2)C)=O)=O